CSCC=1OC=CC1 2-(methylthio)methyl-furan